C(#N)C(C(=O)OCCCCCCCCC=O)=C oxononyl cyanoacrylate